chloro-[1,1':3',1''-terphenyl]-4'-amine ClC1=C(C=CC=C1)C1=CC(=C(C=C1)N)C1=CC=CC=C1